[Cl-].[NH3+]CCCNC(CCCC[P+](C1=CC=CC=C1)(C1=CC=CC=C1)C1=CC=CC=C1)=O.[Cl-] (5-((3-ammoniopropyl)amino)-5-oxopentyl)triphenyl-phosphonium chloride